BrC1=CC=C(C=N1)C=1N=C(C2=C(N1)OC1=C2C=CC=C1)C=1C=CC=2N(C3=CC=CC=C3C2C1)C1=CC=CC=C1 2-(6-bromopyridin-3-yl)-4-(9-phenyl-9H-carbazol-3-yl)benzofuro[2,3-d]Pyrimidine